COC1=CC=C(C=C1)C#CCO 3-(4-methoxyphenyl)propan-2-yn-1-ol